N-(4-(2-2H-1,2,3-triazolyl)butyl)-3-(3-ethyl-5-(4-(trifluoromethyl)phenyl)-1-1H-1,2,4-triazolyl)benzamide N=1N(N=CC1)CCCCNC(C1=CC(=CC=C1)N1N=C(N=C1C1=CC=C(C=C1)C(F)(F)F)CC)=O